CN1N=C(C(=C1)C1=NC=CC(=N1)NC1=CC2=C(C=N1)C(=CN2C(C)C)N2[C@@H]([C@H](C2)CS(=O)(=O)C)C)C N-(2-(1,3-dimethyl-1H-pyrazol-4-yl)pyrimidin-4-yl)-1-isopropyl-3-((2R,3S)-2-methyl-3-((methanesulfonyl)methyl)azetidin-1-yl)-1H-pyrrolo[3,2-c]pyridin-6-amine